BrC1=C2N(C=3C(=C(C=C(C13)N(C(OC(C)(C)C)=O)CC#N)Cl)Cl)CCN(C2=O)C tert-butyl N-(10-bromo-6,7-dichloro-2-methyl-1-oxo-3,4-dihydropyrazino[1,2-a]indol-9-yl)-N-(cyanomethyl)carbamate